N1CC(C1)N(CCO)C 2-(azetidin-3-yl(methyl)amino)ethan-1-ol